((2-(2-((2-benzyl-5-fluoro-2H-indazol-6-yl)amino)ethyl)-2-azaspiro[3.3]heptan-6-yl)oxy)-8-chloro-2-methylisoquinolin-1(2H)-one C(C1=CC=CC=C1)N1N=C2C=C(C(=CC2=C1)F)NCCN1CC2(C1)CC(C2)OC=2N(C(C1=C(C=CC=C1C2)Cl)=O)C